ClC1=C(OC2=C(C=CC=C2)NC(=O)C=2C(=NN(C2)C[2H])C(F)F)C=CC(=C1)C(F)(F)F N-(2-(2-chloro-4-(trifluoromethyl)phenoxy)phenyl)-3-(difluoromethyl)-1-(deuteromethyl)-1H-pyrazole-4-carboxamide